9-mesityl-acridinium C1(=C(C(=CC(=C1)C)C)C=1C2=CC=CC=C2[NH+]=C2C=CC=CC12)C